C1(CCC1)N1N=CC(=C1)C1=NC(=CC(=N1)N1CC2(C=3C=NC(=CC31)NC(C)=O)CC2)C N-(1'-(2-(1-cyclobutyl-1H-pyrazol-4-yl)-6-methylpyrimidin-4-yl)-1',2'-dihydrospiro[cyclopropane-1,3'-pyrrolo[3,2-c]pyridin]-6'-yl)acetamide